NC=1N=CC(=NC1OC=1C=NN(C1)C1CCN(CC1)C)C1=CC(=C(C(=C1)C)C1COCC(N1)=O)C 5-(4-(5-amino-6-((1-(1-methylpiperidin-4-yl)-1H-pyrazol-4-yl)oxy)pyrazin-2-yl)-2,6-dimethylphenyl)morpholin-3-one